COC(=O)[C@H]1N(C[C@H](C1)NC1=NC(=CN=C1)Br)C(=O)OC(C)(C)C (2S,4S)-4-[(6-bromopyrazin-2-yl)amino]pyrrolidine-1,2-dicarboxylic acid O1-tert-butyl O2-methyl ester